CC1=C(C=C(C=2OC(OC21)C)C=2C=NC(=NC2)N2CCCCC2)C(=O)NCC=2C(NC(=CC2SC)C)=O Dimethyl-N-((6-methyl-4-(methylthio)-2-oxo-1,2-dihydropyridin-3-yl)methyl)-7-(2-(piperidin-1-yl)pyrimidin-5-yl)benzo[d][1,3]dioxole-5-carboxamide